1-((1S,4S)-4-((R)-3-mercaptopyrrolidin-1-yl)cyclohexyl)-1,3-bis(4-nitrobenzyl)guanidine S[C@H]1CN(CC1)C1CCC(CC1)N(C(=N)NCC1=CC=C(C=C1)[N+](=O)[O-])CC1=CC=C(C=C1)[N+](=O)[O-]